NCC1=C(N=C(O1)C=1N(N=C(C1O)C)CC)C=1N=C(N2C1C=NC(=C2)C)C(=O)N 1-[5-(Aminomethyl)-2-(2-ethyl-4-hydroxy-5-methyl-pyrazol-3-yl)oxazol-4-yl]-6-methyl-imidazo[1,5-a]pyrazine-3-carboxamide